1-(2-chloro-thiazol-5-ylmethyl)-2-nitroimino-3,5-dimethyl-[1,3,5]triazinane ClC=1SC(=CN1)CN1C(N(CN(C1)C)C)=N[N+](=O)[O-]